6-(7,8-dimethyl-[1,2,4]triazolo[4,3-b]pyridazin-6-yl)-3-(1-ethylpyrazol-4-yl)-7,8-dihydro-5H-1,6-naphthyridine CC1=C(C=2N(N=C1N1CC=3C=C(C=NC3CC1)C=1C=NN(C1)CC)C=NN2)C